6-[(5-trifluoromethanesulfonyl-2-pyridinyl)methyl]-2-azaspiro[3.3]heptane FC(S(=O)(=O)C=1C=CC(=NC1)CC1CC2(CNC2)C1)(F)F